C1(CC1)C1=CC2=C(N(C(C(N2C)=O)=O)C2CCN(CC2)C2=NC=C(C=N2)C#N)N=C1 2-(4-(7-cyclopropyl-1-methyl-2,3-dioxo-2,3-dihydropyrido[2,3-b]pyrazin-4(1H)-yl)piperidine-1-yl)pyrimidine-5-carbonitrile